(S)-2-Amino-3-(3-((2,4-dicyano-3-(4-(2-(methylamino)-2-oxoethoxy)phenyl)benzo[4,5]imidazo[1,2-a]pyridin-1-yl)-carbamoyl)phenyl)propanoic acid N[C@H](C(=O)O)CC1=CC(=CC=C1)C(NC1=C(C(=C(C=2N1C1=C(N2)C=CC=C1)C#N)C1=CC=C(C=C1)OCC(=O)NC)C#N)=O